tert-butyl methylpiperazine-1-carboxylate CC1N(CCNC1)C(=O)OC(C)(C)C